C(C1=CC=CC=C1)OC(=O)N1C(CC(C1)OC(F)(F)F)NC(=O)OC(C)(C)C ((tert-Butoxycarbonyl)amino)-4-(trifluoromethoxy)pyrrolidine-1-carboxylic acid benzyl ester